Tert-butyl (R)-3-((S)-1-((S)-4-benzyl-2-oxooxazolidin-3-yl)-3-(5-bromothiazol-2-yl)-1-oxopropan-2-yl)pyrrolidine-1-carboxylate C(C1=CC=CC=C1)[C@@H]1N(C(OC1)=O)C([C@@H](CC=1SC(=CN1)Br)[C@@H]1CN(CC1)C(=O)OC(C)(C)C)=O